dioxo-4H-1lambda6-thieno[3,2-b]pyrrole-5-carboxylate O=S1(C=CC=2NC(=CC21)C(=O)[O-])=O